2-Cyclopentyl-N-[2,6-dimethyl-4-(2-phenyl-thiomorpholin-4-yl)-phenyl]-acetamide C1(CCCC1)CC(=O)NC1=C(C=C(C=C1C)N1CC(SCC1)C1=CC=CC=C1)C